(3-(5-(4,4-difluoropiperidine-1-carbonyl)-1H-pyrrolo[2,3-b]pyridin-1-yl)benzoyl)-L-proline FC1(CCN(CC1)C(=O)C=1C=C2C(=NC1)N(C=C2)C=2C=C(C(=O)N1[C@@H](CCC1)C(=O)O)C=CC2)F